N(=[N+]=[N-])[C@H](C(=O)N[C@H](C[C@@H](O[Si](CC)(CC)CC)C=1SC=CN1)C(C)C)[C@H](CC)C ((1R,3R)-3-((2S,3S)-2-azido-3-methylpentanoylamino)-4-methyl-1-((triethylsilyl)oxy)pentyl)thiazole